NC1CCC(CC1)CN1CCN(CC1)C=1C=C(C=CC1)C1CN(CCC1)CC1=CC=C(C=C1)OC 3-[3-[4-[(4-Aminocyclohexyl)methyl]piperazin-1-yl]phenyl]-1-[(4-methoxyphenyl)methyl]piperidine